C1(CC1)C=1C(NC=2C=C(C=NC2C1)CN1CCN(CC1)C=1C=CC(=NC1)C(=O)NCCO)=O 5-(4-((7-Cyclopropyl-6-oxo-5,6-dihydro-1,5-naphthyridin-3-yl)methyl)piperazin-1-yl)-N-(2-Hydroxyethyl)pyridineamide